FC=1C=NC(=NC1)C=1C=C(C=CC1C(F)(F)F)NC(=O)N1C(CCCCC1)C N-(3-(5-fluoropyrimidin-2-yl)-4-(trifluoromethyl)phenyl)-2-methylazepane-1-carboxamide